NC=1N=C(SC1C(C1=CC=C(C=C1)Cl)=O)N(C1=CC(=C(C=C1)OC(F)(F)F)F)C(C(=O)N)C [N-[4-Amino-5-(4-chlorobenzoyl)thiazol-2-yl]-3-fluoro-4-(trifluoromethoxy)anilino]propanamid